[2-chloro-4-[3-(2,2,2-trifluoro-1-methyl-ethoxy)azetidin-1-yl]phenyl]-[4-(5-methyloxazolo[4,5-b]pyridin-2-yl)piperazin-1-yl]methanone ClC1=C(C=CC(=C1)N1CC(C1)OC(C(F)(F)F)C)C(=O)N1CCN(CC1)C=1OC=2C(=NC(=CC2)C)N1